The molecule is tetraanion of formyl-CoA arising from deprotonation of phosphate and diphosphate functions. It has a role as a human metabolite. It is a conjugate base of a formyl-CoA. CC(C)(COP(=O)([O-])OP(=O)([O-])OC[C@@H]1[C@H]([C@H]([C@@H](O1)N2C=NC3=C(N=CN=C32)N)O)OP(=O)([O-])[O-])[C@H](C(=O)NCCC(=O)NCCSC=O)O